4,7-diiodo-2,1,3-benzothiadiazole IC1=CC=C(C2=NSN=C21)I